CC1C(=C(C2=CC=CC=C12)C)[Si](C)(C)C1C(=C(C2=CC=CC=C12)C)CC (1,3-dimethyl-1H-inden-2-yl)(2-ethyl-3-methyl-1H-inden-1-yl)dimethylsilane